BrCC=1C2=C(SC1C(=O)OCC)C=CC=C2OC ethyl 3-(bromomethyl)-4-methoxybenzo[b]thiophene-2-carboxylate